methyl (S)-3-cyclopropyl-2-((((2,6-difluorobenzyl)oxy)carbonyl)amino)propanoate C1(CC1)C[C@@H](C(=O)OC)NC(=O)OCC1=C(C=CC=C1F)F